COCC1OCC1N (methoxymethyl)oxetan-3-amine